C(=O)(O)CNC(=O)C1=C(C=C(C=N1)C#CC1(CCC(CC1)Cl)OC1=CC=C(C(=O)O)C=C1)O 4-((1-((6-((carboxymethyl)carbamoyl)-5-hydroxypyridin-3-yl)ethynyl)-4-chlorocyclohexyl)oxy)benzoic acid